BrC1=C(C(=CC(=C1C)Br)Br)OC 2,4,6-tribromo-3-methylanisole